2-aza-2'-deoxyinosine [C@@H]1(C[C@H](O)[C@@H](CO)O1)N1C=NC=2C(O)=NN=NC12